tert-butyl N-[2-[N-propanoyl-4-[4-(3-pyridylmethylcarbamoyl)phenyl] anilino]ethyl]carbamate C(CC)(=O)N(C1=CC=C(C=C1)C1=CC=C(C=C1)C(NCC=1C=NC=CC1)=O)CCNC(OC(C)(C)C)=O